ethyl 2-[[(2R)-2-[tert-butyl(dimethyl)silyl]oxy-3-(1,3-dioxoisoindolin-2-yl)propyl]-(1,2,2-trimethylpropyl)amino]acetate [Si](C)(C)(C(C)(C)C)O[C@H](CN(CC(=O)OCC)C(C(C)(C)C)C)CN1C(C2=CC=CC=C2C1=O)=O